N-(4-(3-(4-chlorobenzyl)ureido)benzyl)tetrahydrofuran-3-sulfonamide ClC1=CC=C(CNC(NC2=CC=C(CNS(=O)(=O)C3COCC3)C=C2)=O)C=C1